C1(CCCC1)N1C2=NC(=NC=C2N=C1NC1=CC=CC=C1)NC1=CC=C(C=C1)N1CCC(CC1)N1CCN(CC1)CC=1C=C2C(N(C(C2=CC1)=O)N1C(NC(CC1)=O)=O)=O 5-((4-(1-(4-((9-cyclopentyl-8-(phenylamino)-9H-purin-2-yl)amino)phenyl)piperidin-4-yl)piperazin-1-yl)methyl)-2-(2,4-dioxotetrahydropyrimidine-1(2H)-yl)isoindoline-1,3-dione